C(C1=CC=CC=C1)S(=O)(=O)C1=NC2=C(C=CC(=C2C(=C1C(C)=O)O)Cl)Br 1-(2-(benzylsulfonyl)-8-bromo-5-chloro-4-hydroxyquinolin-3-yl)ethan-1-one